CON=C(CCCCCCCCC)C1=CC(=C(C(=C1)O)O)O 1-(3,4,5-trihydroxyphenyl)decan-1-one O-methyloxime